C1(CC1)[C@@H](C(=O)N1[C@@H]([C@H]2C([C@H]2C1)(C)C)C(=O)OC)NC(C(C)C)=O methyl (1R,2S,5S)-3-((S)-2-cyclopropyl-2-isobutyramidoacetyl)-6,6-dimethyl-3-azabicyclo[3.1.0]hexane-2-carboxylate